[Zr].C1=CC=CC=2C3=CC=CC=C3N(C12)C=1C(=C(C=C(C1)C)C1=C(C=CC=C1)C1=NC(=CC=C1)C1=C(C=CC=C1)C1=C(C(=CC(=C1)C)N1C2=CC=CC=C2C=2C=CC=CC12)OC)OC 2,6-bis(3'-(9H-carbazol-9-yl)-2'-methoxy-5'-methyl-[1,1'-biphenyl]-2-yl)pyridine zirconium